C12OCC(CC1)(CC2)COC(C(C(=O)N2C[C@H](CCC2)COC)N)C 3-(2-oxabicyclo[2.2.2]octan-4-ylmethoxy)-2-amino-1-((S)-3-(methoxymethyl)piperidin-1-yl)butan-1-one